7-cyclopropyl-N-[6-(difluoromethoxy)-5-fluoro-2-methoxy-3-pyridinyl]imidazo[1,2-a]pyrimidine-3-sulfonamide C1(CC1)C1=NC=2N(C=C1)C(=CN2)S(=O)(=O)NC=2C(=NC(=C(C2)F)OC(F)F)OC